N'-(2-(4-isobutylphenyl)propanoyl)-3-(trifluoromethyl)benzenesulfonohydrazide C(C(C)C)C1=CC=C(C=C1)C(C(=O)NNS(=O)(=O)C1=CC(=CC=C1)C(F)(F)F)C